Dihydroxyboryl-phenylalaninol OB(O)N[C@@H](CC1=CC=CC=C1)CO